tert-butyl N-{1-[8-({8-fluoro-2-methylimidazo[1,2-a]pyridin-6-yl} carbamoyl)-2-methoxyquinoxalin-5-yl] pyrrolidin-3-yl}-N-methylcarbamate FC=1C=2N(C=C(C1)NC(=O)C=1C=CC(=C3N=CC(=NC13)OC)N1CC(CC1)N(C(OC(C)(C)C)=O)C)C=C(N2)C